COC(=O)C1=C(C=NC=C1)NC[C@@H]1CCCC2=CC(=CC=C12)N(C)C1=CC=C(C=C1)OCC 3-({[(1R)-6-[(4-ethoxyphenyl)(methyl)amino]-1,2,3,4-tetrahydronaphthalen-1-yl]methyl}amino)pyridine-4-carboxylic acid methyl ester